(S)-2-((5-cyclopropylpyrimidin-2-yl)amino)-4-((2-phenoxyethyl)(4-(5,6,7,8-tetrahydro-1,8-naphthyridin-2-yl)butyl)amino)butanoic acid C1(CC1)C=1C=NC(=NC1)N[C@H](C(=O)O)CCN(CCCCC1=NC=2NCCCC2C=C1)CCOC1=CC=CC=C1